4,4'-([1,1'-biphenyl]-4,4'-diylbis(diazene-2,1-diyl))bis(N-butyl-N-pentylaniline) C1(=CC=C(C=C1)N=NC1=CC=C(N(CCCC)CCCCC)C=C1)C1=CC=C(C=C1)N=NC1=CC=C(N(CCCCC)CCCC)C=C1